C1(CC1)C1(C(N(CC1)C)C)N 3-cyclopropyl-dimethylpyrrolidin-3-amine